C(#N)C=1C=NN2C1C(=CC(=C2)C=2C=NN(C2)C)C=2C=C1C=CC(=CC1=CC2)C(C(=O)N)=C (6-(3-cyano-6-(1-methyl-1H-pyrazol-4-yl)pyrazolo[1,5-a]pyridin-4-yl)naphthalen-2-yl)acrylamide